BrC1=C(C#N)C=C(C=C1)CN1C(=NC=C1)C(C)(C)C 2-Bromo-5-((2-(tert-butyl)-1H-imidazol-1-yl)methyl)benzonitrile